FC1CC(N(C1)C(CNC(=O)N1CCOCC1)=O)C(NC(C1=CC=CC=C1)C1=CC(=C(C=C1)C1(CC1)C)F)=O N-{2-[4-fluoro-2-({[3-fluoro-4-(1-methylcyclopropyl)phenyl](phenyl)methyl}carbamoyl)pyrrolidin-1-yl]-2-oxoethyl}morpholine-4-carboxamide